[1-(3,5-difluoroanilino)propyl]-N,N-dimethyl-2-morpholino-4-oxo-chromene-6-carboxamide FC=1C=C(NC(CC)C2=C(OC3=CC=C(C=C3C2=O)C(=O)N(C)C)N2CCOCC2)C=C(C1)F